BrC=1C=C(C=CC1C1OCCO1)C1=NOC(=N1)C(F)(F)F 3-[3-bromo-4-(1,3-dioxolan-2-yl)phenyl]-5-(trifluoromethyl)-1,2,4-oxadiazole